2-(4-(4-fluorophenoxy)phenyl)-7-(1-propynylpyrrolidin-3-yl)-1H-imidazo[1,2-b]pyrazole-3-carboxamide FC1=CC=C(OC2=CC=C(C=C2)C=2NC=3N(N=CC3C3CN(CC3)C#CC)C2C(=O)N)C=C1